CC([C@@H]1[C@H]([C@H]([C@@H](O1)N1C(=O)N=C(N)C=C1)O)O)O 5'-methylcytidine